NC1=NC(=CC(=N1)N1CCC2(C[C@H](NC2)C(=O)OCC)CC1)O[C@@H](C(F)(F)F)C1=C(C=C(C=C1)Cl)C1=CC(=C(C=C1)OC(C)C)F (S)-ethyl 8-(2-amino-6-((R)-1-(5-chloro-3'-fluoro-4'-isopropoxy-[1,1'-biphenyl]-2-yl)-2,2,2-trifluoroethoxy)pyrimidin-4-yl)-2,8-diazaspiro[4.5]decane-3-carboxylate